O=C1NC(CCC1N1CC=2C(C1=O)=CSC2CNC(C(=O)C2=CC=C(C=C2)C(CO)(C)C)=O)=O ((5-(2,6-dioxopiperidin-3-yl)-4-oxo-5,6-dihydro-4H-thieno[3,4-c]pyrrol-1-yl)methyl)-2-(4-(1-hydroxy-2-methylpropan-2-yl)phenyl)-2-oxoacetamide